COC(C(=O)N1C(CCC(C1)C)C=1C=CC2=C(N=C(S2)C)C1)=O 2-(5-Methyl-2-(2-methylbenzo[d]thiazol-5-yl)piperidin-1-yl)-2-oxoacetic acid methyl ester